4-benzyl-2,6-dichloropyridine C(C1=CC=CC=C1)C1=CC(=NC(=C1)Cl)Cl